ethylenebis(N-butylphenyl-biguanide) C(CN(C(=NC1=CC=CC=C1)NC(=N)N)CCCC)N(C(=NC1=CC=CC=C1)NC(=N)N)CCCC